C1(CCCC1)C(C)OC1=C(C(=O)NC(CC)CC)C=C(C(=C1)N1N=C(N(C1=O)C)CC)F 2-(1-cyclopentylethoxy)-4-(3-ethyl-4-methyl-5-oxo-4,5-dihydro-1H-1,2,4-triazol-1-yl)-5-fluoro-N-(pent-3-yl)benzamide